(S)-6-Chloro-N-((1-ethylpyrrolidin-2-yl)methyl)pyridazin-3-amine ClC1=CC=C(N=N1)NC[C@H]1N(CCC1)CC